sodium Octadecylsulfate C(CCCCCCCCCCCCCCCCC)OS(=O)(=O)[O-].[Na+]